C(CCC)[Sn](C=1N=CN(C1)C)(CCCC)CCCC tributyl-(1-methylimidazole-4-yl)stannane